Octadecyl (tert-butoxycarbonyl)-L-alaninate C(C)(C)(C)OC(=O)N[C@@H](C)C(=O)OCCCCCCCCCCCCCCCCCC